COC=1C=C2CCNCC2=CC1NC1=NC2=CC(=CC=C2C=N1)C=1C=C(C=NC1)C(=O)N1CCOCC1 (5-{2-[(6-methoxy-1,2,3,4-tetrahydroisoquinolin-7-yl)amino]quinazolin-7-yl}pyridin-3-yl)(morpholin-4-yl)methanone